(S)-6-(2-amino-6-fluoro-5-(4-(3-isopropyl-4-methylpiperazin-1-yl)phenyl)pyridin-3-yl)-3,4-dihydroisoquinolin-1(2H)-one NC1=NC(=C(C=C1C=1C=C2CCNC(C2=CC1)=O)C1=CC=C(C=C1)N1C[C@@H](N(CC1)C)C(C)C)F